(1H-imidazol-5-yl)cyclopropane-1-carboxamide N1C=NC=C1C1(CC1)C(=O)N